COC1=CC=C(C=C1)C=1N=C2N(NCCC2)C1C(=O)N 2-(4-methoxyphenyl)-5,6,7,8-tetrahydroimidazo[1,2-b]pyridazine-3-carboxamide